C(C)OC1=CC=C(C(=O)NC2=CC=C(C=C2)[C@@H]2CNCC2)C=C1 |r| (RS)-4-Ethoxy-N-(4-pyrrolidin-3-yl-phenyl)-benzamid